tert-butyl ((3R)-1-(1-(2-((tert-butoxycarbonyl)amino)ethyl)cyclobutyl)-2-(hydroxymethyl)pentan-3-yl)carbamate C(C)(C)(C)OC(=O)NCCC1(CCC1)CC([C@@H](CC)NC(OC(C)(C)C)=O)CO